C1(CC1)C1=C2C=C(N=CC2=CC(=N1)C=1C=NC(=CC1C)C(CCC)O)NC(=O)C1CC1 N-(5-cyclopropyl-7-(6-(1-hydroxybutyl)-4-methylpyridin-3-yl)-2,6-naphthyridin-3-yl)cyclopropanecarboxamide